[N+](=O)(O)[O-].[N+](=O)(O)[O-].C(=C)C(C(=O)O)=C vinyl-acrylic acid dinitrate